Ethyl 3-(4-bromophenyl)-3-carbonylpropionate BrC1=CC=C(C=C1)C(CC(=O)OCC)=C=O